COC1=C(C(=O)C2=NC=NC=C2Cl)C=C(C=N1)F 4-(2-methoxy-5-fluoronicotinoyl)-5-chloropyrimidine